BrC1=C(C=C2C(=NC(=NC2=C1)Cl)N1CCN(C2(CC2)C1)C(=O)OC(C)(C)C)F tert-butyl 7-(7-bromo-2-chloro-6-fluoroquinazolin-4-yl)-4,7-diazaspiro[2.5]octane-4-carboxylate